3,3',5,5'-tetramethylbenzil CC=1C=C(C=C(C1)C)C(=O)C(=O)C1=CC(=CC(=C1)C)C